NC=1CCC([C@@](N1)(C(F)F)C=1C=C(C=CC1F)NC(=O)C1=NC=C(N=C1C)OC)(F)F (S)-N-(3-(6-amino-2-(difluoromethyl)-3,3-difluoro-2,3,4,5-tetrahydropyridin-2-yl)-4-fluorophenyl)-5-methoxy-3-methylpyrazine-2-carboxamide